((S)-2-cyclopropyl-1-(3-fluoro-4-methylphenyl)ethyl)-5-methyl-N-prop-2-ynyl-1,3-thiazol-2-amine C1(CC1)C[C@@H](C1=CC(=C(C=C1)C)F)C=1N=C(SC1C)NCC#C